C(C)(=O)[O-].[Mg+2].C(C)(=O)[O-] Magnesium acetat